C(C)(C)(C)C(=O)NC(=N)NC(=O)C(C)(C)C 1,3-bis(t-butylcarbonyl)guanidine